C(=CC1=CC=CC=C1)C1=CC2=C(C=CC=3C=CC=4C=CC=CC4C23)C=C1 2-styrylbenzo[c]Phenanthrene